ethyl 7-cyclopentyl-2-hydroxyquinoline-3-carboxylate C1(CCCC1)C1=CC=C2C=C(C(=NC2=C1)O)C(=O)OCC